C(C=C)(=O)N1CCN(CC1)C1=C(C(N(C2=NC(=C(C=C12)Cl)C1=C(C(=CC(=C1F)Cl)Cl)N)C=1C(=NC=CC1C)C(C)C)=O)C#N (M)-4-(4-propenoylpiperazin-1-yl)-7-(2-amino-3,5-dichloro-6-fluorophenyl)-6-chloro-1-(2-isopropyl-4-methylpyridin-3-yl)-2-oxo-1,2-dihydro-1,8-naphthyridine-3-carbonitrile